4-(1-Methyl-1,2,3,4-tetrahydropyrido[3,4-b]pyrazin-8-yl)benzonitrile CN1C2=C(NCC1)C=NC=C2C2=CC=C(C#N)C=C2